Cl.C(C1=CC=CC=C1)OC1=C(CNCC2CCNCC2)C=C(C=C1)Cl N-(2-(benzyloxy)-5-chlorobenzyl)-1-(piperidin-4-yl)methanamine hydrochloride